C(C)OC(=O)C=1NC=C2CCCCC12 4,5,6,7-tetrahydro-2H-isoindole-1-carboxylic acid ethyl ester